i-hexyl-tri(t-butoxy)tin C(CCC(C)C)[Sn](OC(C)(C)C)(OC(C)(C)C)OC(C)(C)C